2-(diethylamino)-N-(2,6-dimethylphenyl)acetamide (S)-tert-butyl-4-((cis)-4-(4-amino-5-(4-phenoxyphenyl)pyrrolo[2,1-f][1,2,4]triazin-7-yl)cyclohexyl)-2-methylpiperazine-1-carboxylate C(C)(C)(C)OC(=O)N1[C@H](CN(CC1)[C@@H]1CC[C@@H](CC1)C1=CC(=C2C(=NC=NN21)N)C2=CC=C(C=C2)OC2=CC=CC=C2)C.C(C)N(CC(=O)NC2=C(C=CC=C2C)C)CC